N-(2,2-dimethyl-3,4-dihydro-2H-pyrano[3,2-b]pyridin-8-yl)carboxamide CC1(CCC2=NC=CC(=C2O1)NC=O)C